3-((4-(pyridin-2-yl)piperazin-1-yl)sulfonyl)pyrrolidine-1-carbonitrile N1=C(C=CC=C1)N1CCN(CC1)S(=O)(=O)C1CN(CC1)C#N